5,10,15,20-tetraphenyl-21h,23h-porphine iron(iii) chloride [Fe](Cl)(Cl)Cl.C1(=CC=CC=C1)C=1C2=CC=C(N2)C(=C2C=CC(C(=C3C=CC(=C(C=4C=CC1N4)C4=CC=CC=C4)N3)C3=CC=CC=C3)=N2)C2=CC=CC=C2